NC1=C2C(=NC=N1)N(N=C2C2=CC=C(C=C2)CNC(C2=C(C=CC(=C2)F)OC)=O)C=2C=NC(=CC2)N2CCC(CC2)C=O N-[(4-{4-amino-1-[6-(4-formylpiperidin-1-yl)pyridin-3-yl]pyrazolo[3,4-d]pyrimidin-3-yl}phenyl)methyl]-5-fluoro-2-methoxybenzamide